BrC=1C(=NC=C(N1)Cl)N 3-bromo-5-chloro-pyrazine-2-amine